Ethylhexyloxyglycerin C(C)C(O)(C(O)CO)OCCCCCC